O1C2=C(OCC1)C=C(C=C2)NC(CN2N=C(C=CC2=O)C=2SC=CC2)=O N-(2,3-dihydrobenzo[b][1,4]dioxin-6-yl)-2-(6-oxo-3-(thiophen-2-yl)pyridazin-1(6H)-yl)acetamide